6-methoxy-3-nicotinaldehyde COC1=NC=C(C=C1)C=O